(1R,3S)-3-(5-{6-[3-(benzyloxy)-2-(1,3-dioxolan-2-yl)phenoxy]-3-methylpyrazine-2-amido}-2H-pyrazol-3-yl)cyclopentyl N-isopropylcarbamate C(C)(C)NC(O[C@H]1C[C@H](CC1)C=1NN=C(C1)NC(=O)C1=NC(=CN=C1C)OC1=C(C(=CC=C1)OCC1=CC=CC=C1)C1OCCO1)=O